6-chloro-N-[4-methoxy-5-(3,3,3-trifluoropropyl)pyrimidin-2-yl]-1H-indole-3-sulfonamide ClC1=CC=C2C(=CNC2=C1)S(=O)(=O)NC1=NC=C(C(=N1)OC)CCC(F)(F)F